3-(2-phenoxyethyl)urea O(C1=CC=CC=C1)CCNC(N)=O